[N+](=O)([O-])C1=CC=C(C=C1)C(CC(=O)OCC)=O Ethyl 3-(4-nitrophenyl)-3-oxopropanoate